P(N)(N)N.P(N)(N)N.P(N)(N)N.P(N)(N)N.P(N)(N)N.P(N)(N)N hexaphosphorous triamide